NC1=NC2=CC(=CC=C2C=C1)CN(C(C(C)C)=O)C=1C(=NC=CC1)S(=O)(=O)C N-[(2-aminoquinolin-7-yl)methyl]-N-(2-methanesulfonylpyridin-3-yl)-2-methylpropanamide